8-methyl-2-(5-methyl-1H-pyrazol-3-yl)isoquinolin-1(2H)-one CC=1C=CC=C2C=CN(C(C12)=O)C1=NNC(=C1)C